C(CCCCCCCCCCCCCCC(C)C)C(C(=O)[O-])(C(C(=O)[O-])CC(O)CO)CC(O)CO Isostearyldiglycerylsuccinat